N1C=C(C2=CC=CC=C12)C=1C(N[C@@H]2CCCC[C@H]2N1)=O (4aR,8aR)-3-(1H-indol-3-yl)-4a,5,6,7,8,8a-hexahydroquinoxalin-2(1H)-one